methyl 5-(5-chloroquinazolin-2-yl)picolinate ClC1=C2C=NC(=NC2=CC=C1)C=1C=CC(=NC1)C(=O)OC